ClC1=C(C=C(C(=C1)C(=O)N1CCS(CC1)(=O)=O)N1CCCC1)NC(=O)C1CC1 N-[2-chloro-4-(1,1-dioxo-1,4-thiazinane-4-carbonyl)-5-pyrrolidin-1-ylphenyl]cyclopropanecarboxamide